OC1=C(C=CC=C1)C1(N(C(C2=CC=CC=C12)=O)C1=CC=CC=C1)C1=C(C=CC=C1)O bis-(hydroxyphenyl)-N-phenylisoindolinone